4-Oxo-6-((1R,2R)-2-(3-(trifluoromethyl)-1H-pyrazol-1-yl)cyclobutyl)-1-((S)-1-(6-(trifluoromethyl)pyridin-3-yl)ethyl)-4,5-dihydro-1H-pyrazolo[3,4-d]pyrimidin-3-carbonitril O=C1C2=C(N=C(N1)[C@H]1[C@@H](CC1)N1N=C(C=C1)C(F)(F)F)N(N=C2C#N)[C@@H](C)C=2C=NC(=CC2)C(F)(F)F